(benzenesulfonyloxyimino)-2,6-dichlorobenzonitrile C1(=CC=CC=C1)S(=O)(=O)ON=C1C(C(C#N)=C(C=C1)Cl)Cl